C(CC)S(=O)(=O)O.C#C vinylene propanesulfonate